(4-((5-chloro-4-(cyanophenyl)-1-methyl-1H-pyrrolo[2,3-c]pyridin-2-yl) methyl) piperidin-3-yl) carbamate C(N)(OC1CNCCC1CC1=CC=2C(=CN=C(C2C2=C(C=CC=C2)C#N)Cl)N1C)=O